germaniumAt [GeH2+](=O)[O-]